C=1N(C=C2C=CC=CC12)C(=O)OCCCC butyl isoindole-2-carboxylate